CS(=O)(=O)[O-].C(C)[N+]1(CCCCC1)CCC 1-Ethyl-1-propylpiperidinium methansulfonat